CC=1C=C(NC1C)N1N([NH2+]C(=N1)C1=CC(=CC=C1)OCC(=O)O)C1=CC=C(C=C1)S(=O)(=O)O 3-(4,5-dimethylazol-2-yl)-5-(3-carboxymethoxyphenyl)-2-(4-sulfophenyl)-2H-tetrazolium